NC1=C(C2=C(S1)C(C(CC2)(C2=CC=CC=C2)CCC2=CC(=NO2)C)=O)C(=O)O 2-Amino-6-(2-(3-methylisoxazol-5-yl)ethyl)-7-oxo-6-phenyl-4,5,6,7-tetrahydrobenzo[b]thiophene-3-carboxylic acid